F[C@H]1CN(C[C@@H]1F)C1=NC(=NC=C1C(F)(F)F)NC1=CC=C(C=C1)N1CC(CCC1)O 1-[4-({4-[(3S,4S)-3,4-difluoropyrrolidin-1-yl]-5-(trifluoromethyl)pyrimidin-2-yl}amino)phenyl]piperidin-3-ol